CS(=O)(=O)N1CCC(CC1)C1=CC=NO1 5-(1-(methylsulfonyl)piperidin-4-yl)isoxazol